2-(Azepan-1-yl)-5-(trifluoromethyl)nicotinamide N1(CCCCCC1)C1=C(C(=O)N)C=C(C=N1)C(F)(F)F